FC1=CC=C(C=C1)C=1NC(=C(N1)C1=CC=CC=C1)C1=CC=CC=C1 2-(4-fluorophenyl)-4,5-diphenylimidazole